ClC1=C(C(=CC=C1)Cl)N1N=C(C(=C1)NC1=CC=C(C=C1)C1=CN=NC=C1CC)C(=O)N 1-(2,6-dichlorophenyl)-4-((4-(5-ethylpyridazin-4-yl)phenyl)amino)-1H-pyrazole-3-carboxamide